2-chloro-N-(3-(5-chloro-[1,2,4]triazolo[1,5-a]pyridin-2-yl)-5-fluoro-2-methylphenyl)-3,4-difluorobenzamide ClC1=C(C(=O)NC2=C(C(=CC(=C2)F)C2=NN3C(C=CC=C3Cl)=N2)C)C=CC(=C1F)F